racemic-tert-butyl 4-(((1S*,2S*,4S*)-4-methoxy-2-(4-(methoxycarbonyl)phenyl)cyclohexyl)oxy)-5,7-dimethyl-1H-indole-1-carboxylate CO[C@@H]1C[C@H]([C@H](CC1)OC1=C2C=CN(C2=C(C=C1C)C)C(=O)OC(C)(C)C)C1=CC=C(C=C1)C(=O)OC |r|